3-aminohexanoic acid NC(CC(=O)O)CCC